CC(=CCOP(O)(=O)OP(=O)(O)O)C.O(P(O)(=O)OP(=O)(O)O)CC=C(C)C dimethylallyl pyrophosphate DIMETHYLALLYL-DIPHOSPHATE